pentaerythritol Tetraisostearate C(CCCCCCCCCCCCCCC(C)C)(=O)OCC(COC(CCCCCCCCCCCCCCC(C)C)=O)(COC(CCCCCCCCCCCCCCC(C)C)=O)COC(CCCCCCCCCCCCCCC(C)C)=O